O[C@@H]1[C@@H](C[C@@H](CC1)C)C1=CC=C(C(=O)OC)C=C1 methyl 4-((1S,2S,5R)-2-hydroxy-5-methylcyclohexyl)benzoate